OC1=CNC2=CC=CC=C12 3-hydroxy-indole